F[C@H]1[C@@H](CNCC1)NC=1C2=C(N=CN1)C(=CC(=N2)C2=CC=C(C=C2)OCC(C)(C)O)C(=O)N 4-{[(3R,4R)-4-fluoropiperidin-3-yl]amino}-6-[4-(2-hydroxy-2-methylpropyloxy)phenyl]pyrido[3,2-d]pyrimidine-8-carboxamide